C(N)(=O)C1=C(C(=O)Cl)C=CC=C1 o-carbamoyl-benzoic acid chloride